3,3-bis-(4-methoxyphenyl)-6,7-dimethoxy-11-methoxycarbonyl-13,13-diethyl-3H,13H-indeno[2',3':3,4]naphtho[1,2-b]pyran COC1=CC=C(C=C1)C1(C=CC2=C(O1)C=1C=C(C(=CC1C1=C2C(C2=CC(=CC=C21)C(=O)OC)(CC)CC)OC)OC)C2=CC=C(C=C2)OC